(3S)-1-[2-(5-chloro-2-methylphenyl)ethyl]-3-[(4-methylsulfonylphenoxy)methyl]piperazine ClC=1C=CC(=C(C1)CCN1C[C@H](NCC1)COC1=CC=C(C=C1)S(=O)(=O)C)C